2H-benzo[d][1,3]oxathiole-3,3-dioxide hydrochloride Cl.O1CS(C2=C1C=CC=C2)(=O)=O